CC1=C(C=CC(=C1)C1=NC2=CC=C(C=C2C=N1)C(F)(F)F)N1CCOC2=C(C1=O)N(N=C2)CC(=O)N 2-(7-(2-methyl-4-(6-(trifluoromethyl)-quinazolin-2-yl)phenyl)-8-oxo-5,6,7,8-tetrahydro-1H-pyrazolo[3,4-f][1,4]oxaazepin-1-yl)acetamide